tert-butyl (S)-4-(6-fluoro-2-methoxy-3-methylquinoline-7-carbonyl)-3-(2-hydroxyethyl)piperazine-1-carboxylate FC=1C=C2C=C(C(=NC2=CC1C(=O)N1[C@H](CN(CC1)C(=O)OC(C)(C)C)CCO)OC)C